3,5-difluorobenzenesulfinic acid sodium [Na].FC=1C=C(C=C(C1)F)S(=O)O